2-hydroxy-4-(methylsulfamoyl)benzene OC1=CC=CC(=C1)S(NC)(=O)=O